(2S,4R)-1-[(2S)-2-(4-cyclopropyltriazol-1-yl)-3,3-dimethyl-butanoyl]-N-[(1R,2S)-2-(2,3-dihydro-1,4-benzodioxin-5-yl)cyclopropyl]-4-hydroxy-pyrrolidine-2-carboxamide C1(CC1)C=1N=NN(C1)[C@H](C(=O)N1[C@@H](C[C@H](C1)O)C(=O)N[C@H]1[C@@H](C1)C1=CC=CC=2OCCOC21)C(C)(C)C